1-(4-methoxyphenyl)-2-hydroxy-2-methylpropan-1-one COC1=CC=C(C=C1)C(C(C)(C)O)=O